C(#C)C=1C=C(C=CC1)NC1=NC=NC2=CC(=CC=C12)OC N-(3-ethynylphenyl)-7-methoxyquinazoline-4-amine